CS(=O)(=O)C1CN(C1)C(=O)O[C@@H]1CC[C@H](CC1)C(N(C[C@@H]1CC[C@H](CC1)C1=CC(=C(C=C1)OC)C)C1=CC(=CC=C1)C=1C=NN(C1)C1CC1)=O trans-4-((3-(1-Cyclopropyl-1H-pyrazol-4-yl)phenyl)((trans-4-(4-methoxy-3-methylphenyl)cyclohexyl)methyl) carbamoyl)cyclohexyl 3-(methylsulfonyl)azetidine-1-carboxylate